ClC=1C=C(C=CC1F)NC1=NC=CC=C1 N-(3-chloro-4-fluorophenyl)pyridine-2-amine